C(C)(C)(C)OC(=O)N1C(CCC2=CC=CC=C12)C=1C=NN(C1)C (1-methyl-1H-pyrazol-4-yl)-3,4-dihydroquinoline-1(2H)-carboxylic acid tert-butyl ester